6-chloro-8-((1S,2S)-2-(1-naphthyl)cyclopropyl)imidazo[1,2-b]pyridazine ClC=1C=C(C=2N(N1)C=CN2)[C@@H]2[C@H](C2)C2=CC=CC1=CC=CC=C21